OCC1C(C2=CC=CC=C2C1)NC(C1=CC=C(C=C1)C1=C2C(=NC=C1)NC=C2)=O rac-N-(2-(Hydroxymethyl)-2,3-dihydro-1H-inden-1-yl)-4-(1H-pyrrolo[2,3-b]pyridin-4-yl)benzamide